OCCNC=1C=2N=CN([C@H]3[C@H](O)[C@H](O)[C@@H](CO)O3)C2N=CN1 N6-(2-hydroxyethyl)-adenosine